NC1=NC=C(C(=N1)C1=C(C=C(C=C1)OC)O)OC1=CC(=CC=C1)OC 2-[2-amino-5-(3-methoxyphenoxy)pyrimidine-4-yl]-5-methoxyphenol